bis(ethyl acetoacetate) aluminum [Al+2].C(C)CC(CC(=O)[O-])=O.C(C)CC(CC(=O)[O-])=O